C(CCCCCCCCCCCCCCCCCCCCCCC)(=O)OCCCCCCCCCCCCCCCCCCCCCCCCCCCCCC triacontanol n-tetracosanoate